N1=C(C=NC=C1)OC(C1=CC=CC=C1)=O pyrazin-2-ylbenzoate